5-(benzyloxycarbonylamino)-3-(trifluoromethyl)-4,5,6,7-tetrahydrobenzothiophene-2-carboxylic acid C(C1=CC=CC=C1)OC(=O)NC1CCC2=C(C(=C(S2)C(=O)O)C(F)(F)F)C1